BrC1=CC(=NC=C1)OC1CC(C1)OC1CCN(CC1)C(=O)C1CCN(CC1)C(=O)OC(C)(C)C tert-butyl 4-[4-[3-[(4-bromo-2-pyridyl)oxy]cyclobutoxy]piperidine-1-carbonyl]piperidine-1-carboxylate